C(C)(C)(C)OC(=O)N1CC2=CC(=C(C=C2CC1)C#N)F 6-cyano-7-fluoro-3,4-dihydroisoquinoline-2(1H)-carboxylic acid tert-butyl ester